isotridecyl isononanoate (isotridecylisononanoate) C(CCCCCCCCCC(C)C)C(C(=O)O)CCCCC(C)C.C(CCCCCC(C)C)(=O)OCCCCCCCCCCC(C)C